COC(C1=CC(=NC=C1[N+](=O)[O-])NC1COCC1)=O 5-nitro-2-((tetrahydrofuran-3-yl)amino)isonicotinic acid methyl ester